(8S)-N-[(1R)-1-(4-carbamimidoylthiophen-2-yl)ethyl]-7-{2-[(7-chloro-9,9-difluorofluoren-3-yl)formamido]acetyl}-1,4-dioxa-7-azaspiro[4.4]nonane-8-carboxamide C(N)(=N)C=1C=C(SC1)[C@@H](C)NC(=O)[C@H]1N(CC2(OCCO2)C1)C(CNC(=O)C=1C=CC=2C(C3=CC(=CC=C3C2C1)Cl)(F)F)=O